1-((3-((1-(2-methoxyphenyl)-5-oxo-[1,2,4]triazolo[4,3-a]quinazolin-4(5H)-yl)methyl)phenyl)carbamoyl)piperidine-4-carboxylic acid COC1=C(C=CC=C1)C1=NN=C2N1C1=CC=CC=C1C(N2CC=2C=C(C=CC2)NC(=O)N2CCC(CC2)C(=O)O)=O